(2R)-2-amino-3-tetrahydrofuran-2-yl-propanoic acid N[C@@H](C(=O)O)CC1OCCC1